COC(=O)C=1C=C2NC(C(NC2=C(C1)C1=C(C=CC=C1)F)C)=O 8-(2-fluorophenyl)-2-methyl-3-oxo-1,2,3,4-tetrahydroquinoxaline-6-carboxylic acid methyl ester